N-((2S)-1-((2-amino-6,7-dihydro-5H-cyclopenta[b]pyridin-5-yl)amino)-1-oxopropan-2-yl)-4-phenylpiperidine-2-carboxamide NC1=CC=C2C(=N1)CCC2NC([C@H](C)NC(=O)C2NCCC(C2)C2=CC=CC=C2)=O